C(C)(=O)NC1=NN(C=C1)C(=O)N1CCN(CC1)CC1=C(OCC(=O)O)C=C(C=C1)Cl 2-(2-((4-(3-acetamido-1H-pyrazole-1-carbonyl)piperazin-1-yl)methyl)-5-chlorophenoxy)acetic acid